N-[1-[5-bromo-2-(5-cyano-2-pyridyl)-1,2,4-triazol-3-yl]ethyl]-3-(2,2-difluoroethoxy)-5-(trifluoromethyl)benzamide BrC=1N=C(N(N1)C1=NC=C(C=C1)C#N)C(C)NC(C1=CC(=CC(=C1)C(F)(F)F)OCC(F)F)=O